ethyl 2-[1-[(4-methoxyphenyl)methyl]-6-oxo-5-(trifluoromethyl)pyridazin-3-yl]acetate COC1=CC=C(C=C1)CN1N=C(C=C(C1=O)C(F)(F)F)CC(=O)OCC